CCCCCCCCCCCCCCCCCCCCCC=CCCC hexacos-22-ene